CN(C)CC1CCN(CC1)C(=O)N1CCN2C=C(C3=CC(=CC(=C23)C1)F)C=1C(NC(C1C1=CN=C2N1C=CC=C2)=O)=O 3-(2-(4-((dimethylamino)methyl)piperidine-1-carbonyl)-9-fluoro-1,2,3,4-tetrahydro-[1,4]diazepino[6,7,1-hi]indol-7-yl)-4-(imidazo[1,2-a]pyridin-3-yl)-1H-pyrrole-2,5-dione